ClC=1C=NN(C1)C=1C=C(C(N(C1C1=C(C=C(C=C1F)F)F)CC)=O)C=O 5-(4-chloro-1H-pyrazol-1-yl)-1-ethyl-2-oxo-6-(2,4,6-trifluorophenyl)-1,2-dihydropyridine-3-carbaldehyde